CN(C(OC=1C=CC2=C(C1)OC(C=1C2N2N(CC1)C(N(C2=O)C2=CC=C(C=C2)C(C)=O)=O)(C)C)=S)C O-(2-(4-acetylphenyl)-7,7-dimethyl-1,3-dioxo-2,3,5,12b-tetrahydro-1H,7H-chromeno[4,3-c][1,2,4]triazolo[1,2-a]pyridazin-10-yl) dimethylcarbamothioate